C([C@@H]([C@H](C(=O)C(=O)C(=O)O)O)O)O diketogulonic acid